(R)-2-(4-(2-(2-amino-4-chloro-7-((4-methoxy-3,5-dimethylpyridin-2-yl)methyl)-6,7-dihydro-5H-pyrrolo[2,3-d]pyrimidin-5-yl)ethyl)piperazin-1-yl)acetic acid NC=1N=C(C2=C(N1)N(C[C@@H]2CCN2CCN(CC2)CC(=O)O)CC2=NC=C(C(=C2C)OC)C)Cl